(S)-2-bromo-5-(3-fluoropyrrolidin-1-yl)pyrazine BrC1=NC=C(N=C1)N1C[C@H](CC1)F